FC1=C(C(=CC=C1)F)C=1NC2=C(C3=C(N1)C(=NN3)C)C=C(N=C2C)N2C[C@@]3(CCOC3)CCC2 (S)-7-(5-(2,6-difluorophenyl)-3,7-dimethyl-1,6-dihydropyrazolo[4,3-d]pyrido[4,3-f][1,3]diazepin-9-yl)-2-oxa-7-azaspiro[4.5]decane